6-methoxy-N-(4-aminophenyl)-N-methyl-4-trifluoromethylquinolin-2-amine COC=1C=C2C(=CC(=NC2=CC1)N(C)C1=CC=C(C=C1)N)C(F)(F)F